(R*)-(6-fluoro-10,11-dihydrodibenzo[b,f]oxepin-10-yl)methanamine FC1=CC=CC=2[C@@H](CC3=C(OC21)C=CC=C3)CN |o1:6|